3,5-difluoro-4-[[4-(2-furanylmethyl)-5-(4-pyridinyl)-1,2,4-triazol-3-yl]mercapto]benzohydroxamic acid FC=1C=C(C(=O)NO)C=C(C1SC1=NN=C(N1CC=1OC=CC1)C1=CC=NC=C1)F